NC=1N=C2N(C=C(C=C2)C=2N(C=CC2)C(=O)OC(C)(C)C)C1C(=O)[C@H]1[C@H](C1)F tert-butyl 2-(2-amino-3-((1S,2S)-2-fluorocyclopropane-1-carbonyl)imidazo[1,2-a]pyridin-6-yl)-1H-pyrrole-1-carboxylate